methyl (E)-4-(methylamino)but-2-enoate CNC/C=C/C(=O)OC